BrC=1C=C(SC1)C(F)(F)F 4-bromo-2-(trifluoromethyl)thiophene